4-[4-(4-Fluoro-1-methyl-1H-indol-6-yl)piperidin-1-yl]-1-methyl-2-oxo-1,2-dihydroquinoline-3-carbonitrile FC1=C2C=CN(C2=CC(=C1)C1CCN(CC1)C1=C(C(N(C2=CC=CC=C12)C)=O)C#N)C